NC=1C(=C(C=C2C=C(N=CC12)NC(=O)[C@@H]1C([C@H]1C=1C=NN(C1)C)(C)C)C=1C=NC=C(C1C)N)F trans-N-(8-amino-6-(5-amino-4-methylpyridin-3-yl)-7-fluoroisoquinolin-3-yl)-2,2-dimethyl-3-(1-methyl-1H-pyrazol-4-yl)cyclopropane-1-carboxamide